CC1=CC=2N(N=C1N1CC=3C=C(C=NC3CC1)C(F)(F)F)C=CN2 6-(7-methylimidazo[1,2-b]pyridazin-6-yl)-3-(trifluoromethyl)-5,6,7,8-tetrahydro-1,6-naphthyridine